3-[4-(DIHYDROXYBORANYL)PHENOXYMETHYL]PYRIDINE-2-CARBONITRILE OB(C1=CC=C(OCC=2C(=NC=CC2)C#N)C=C1)O